P(=O)([O-])([O-])O.[K+].[K+] DiPotassium Phosphate